N-(1-(4-(tert-butyl)phenyl)-6-(1H-imidazol-1-yl)-1H-pyrazolo[3,4-d]pyrimidin-4-yl)-5-nitrothiophene-2-carboxamide C(C)(C)(C)C1=CC=C(C=C1)N1N=CC=2C1=NC(=NC2NC(=O)C=2SC(=CC2)[N+](=O)[O-])N2C=NC=C2